O=C1C(CCC1)CC1=CC=C(C=C1)[C@@H](C(=O)O)C (2S)-2-[4-(2-oxocyclopentan-1-ylmethyl)-phenyl]propanoic acid